ClC=1N=CC2=C(C=CC(=C2C1)C(C)C)N1[C@@H]([C@H](C1)C[S@@](=O)C(C)C)C 3-chloro-5-isopropyl-8-((2R,3S)-3-(((R)-isopropylsulfinyl)methyl)-2-methylazetidine-1-yl)isoquinoline